6-((S)-2-methoxypropoxy)pyrazolo[1,5-a]pyridine-3-carbonitrile CO[C@H](COC=1C=CC=2N(C1)N=CC2C#N)C